FC1=C(CC2=NC3=C(N2C[C@H]2OCC2)C=C(C=C3F)C(=O)O)C=C(C(=C1)C1=NC(=CC=C1)OCC=1SC(=NN1)OC)F (S)-2-(2,5-difluoro-4-(6-((5-methoxy-1,3,4-thiadiazol-2-yl)methoxy)pyridin-2-yl)benzyl)-4-fluoro-1-(oxetan-2-ylmethyl)-1H-benzo[d]imidazole-6-carboxylic acid